C1(CC1)C=1N=CC2=C3C(=CC(=C2C1)S(NCC(C)C)(=O)=O)[C@@H](C[C@H]3NC3=C(C=CC=C3)OC)NC(=O)C=3C=NC=CC3 |r| N-[trans-(7RS,9RS)-3-cyclopropyl-9-(2-methoxyanilino)-5-(2-methyl-propylsulfamoyl)-8,9-dihydro-7H-cyclopenta[h]isoquinolin-7-yl]pyridine-3-carboxamide